2-(cyclopropylamino)nicotinonitrile C1(CC1)NC1=C(C#N)C=CC=N1